1-(4-fluoro-2-methylphenyl)-3-(2-oxo-1,2-dihydropyrimidin-5-yl)-7-(trifluoromethyl)-2,3-dihydro-quinazolin-4(1H)-one FC1=CC(=C(C=C1)N1CN(C(C2=CC=C(C=C12)C(F)(F)F)=O)C=1C=NC(NC1)=O)C